(R)-2-methyl-N-(1-(2-methyl-3-(trifluoromethyl)phenyl)ethyl)-6-morpholinoquinolin-4-amine CC1=NC2=CC=C(C=C2C(=C1)N[C@H](C)C1=C(C(=CC=C1)C(F)(F)F)C)N1CCOCC1